CC1=CN(C(=O)NC1=O)[C@H]2C[C@@H]([C@H](O2)COP(=O)(O)O[C@H]3C[C@@H](O[C@@H]3COP(=O)(O)O[C@H]4C[C@@H](O[C@@H]4COP(=O)(O)O[C@H]5C[C@@H](O[C@@H]5COP(=O)(O)O[C@H]6C[C@@H](O[C@@H]6COP(=O)(O)O[C@H]7C[C@@H](O[C@@H]7CO)N8C=C(C(=O)NC8=O)C)N9C=C(C(=O)NC9=O)C)N1C=C(C(=O)NC1=O)C)N1C=C(C(=O)NC1=O)C)N1C=C(C(=O)NC1=O)C)O The molecule is an oligonucleotide comprised of six thymidine residues connected via 3'->5' phosphodiester linkages. It has a role as an epitope. It contains a thymidine 5'-monophosphate residue.